S(C)(=O)(=O)O.CC=1C=C(C=C2CN(C(C12)=O)CC1=CC=C(C=C1)OC(F)(F)F)C1=NC(=NO1)CN1CCNCC1 7-methyl-5-(3-piperazin-1-ylmethyl-[1,2,4]oxadiazol-5-yl)-2-(4-trifluoromethoxybenzyl)-2,3-dihydroisoindol-1-one mesylate salt